4-(dimethylamino)-N-(5-(3-(1-((5-(2-hydroxypropan-2-yl)thiazol-2-yl)amino)-1-oxopropan-2-yl)phenyl)pyrazin-2-yl)but-2-enamide CN(CC=CC(=O)NC1=NC=C(N=C1)C1=CC(=CC=C1)C(C(=O)NC=1SC(=CN1)C(C)(C)O)C)C